(2R)-1-[5-(1-benzofuran-5-sulfonyl)-1H,2H,3H,4H,5H,6H-pyrrolo[3,4-c]pyrrol-2-yl]-2-(2-methoxyphenoxy)propan-1-one O1C=CC2=C1C=CC(=C2)S(=O)(=O)N2CC1=C(C2)CN(C1)C([C@@H](C)OC1=C(C=CC=C1)OC)=O